2-(5-(2,3-dihydrobenzo[b][1,4]dioxin-5-yl)-1H-benzo[d]imidazol-2-yl)ethan-1-amine dihydrochloride Cl.Cl.O1C2=C(OCC1)C(=CC=C2)C2=CC1=C(NC(=N1)CCN)C=C2